1-((benzyloxy)carbonyl)-2-methyl-3-oxoPiperazine-2-carboxylic acid C(C1=CC=CC=C1)OC(=O)N1C(C(NCC1)=O)(C(=O)O)C